4-(3,5-Dimethoxybenzyl)-7-((2-imino-3-methyl-2,3-dihydro-1H-imidazol-1-yl)methyl)-9-(1-methyl-3-(trifluoromethyl)-1H-pyrazol-4-yl)-3,4-dihydrobenzo[f][1,4]oxazepin-5(2H)-one COC=1C=C(CN2CCOC3=C(C2=O)C=C(C=C3C=3C(=NN(C3)C)C(F)(F)F)CN3C(N(C=C3)C)=N)C=C(C1)OC